CC(COC1=C(C=C(C=C1C)F)C=1C(=C(C=C(C1)C(C)(CC(C)(C)C)C)N1C2=CC(=CC=C2C=2C=CC(=CC12)C(C)(C)C)C(C)(C)C)O)CCOC1=C(C=C(C=C1C)F)C=1C(=C(C=C(C1)C(C)(CC(C)(C)C)C)N1C2=CC(=CC=C2C=2C=CC(=CC12)C(C)(C)C)C(C)(C)C)O 2',2'''-((2-methylbutane-1,4-diyl)bis(oxy))bis(3-(2,7-di-tert-butyl-9H-carbazol-9-yl)-5'-fluoro-3'-methyl-5-(2,4,4-trimethylpentan-2-yl)-[1,1'-biphenyl]-2-ol)